CC1=CC2=C(N(C(OC2C=C)=O)S(=O)(=O)C2=CC=C(C)C=C2)C=C1 6-methyl-1-tosyl-4-vinyl-1,4-dihydro-2H-benzo[d][1,3]oxazine-2-one